C(#N)C=1C(=C(C(=NC1)C(=O)NC=1C=C2C(=NNC2=CC1)C=1C=NN(C1)C1CC1)C)C 5-cyano-N-(3-(1-cyclopropyl-1H-pyrazol-4-yl)-1H-indazol-5-yl)-3,4-dimethylpicolinamide